tert-butyl 6-(4-(2-formylhydrazine-1-carbonyl)pyrimidin-2-yl)-2,6-diazaspiro[3.4]octane-2-carboxylate C(=O)NNC(=O)C1=NC(=NC=C1)N1CC2(CN(C2)C(=O)OC(C)(C)C)CC1